6-(phenylsulfonyl)-[1,2,4]triazolo[1,5-a]pyridin-2-amine C1(=CC=CC=C1)S(=O)(=O)C=1C=CC=2N(C1)N=C(N2)N